2-cyano-N-(2-(2,6-dioxopiperidin-3-yl)-1-oxoisoindolin-5-yl)benzamide C(#N)C1=C(C(=O)NC=2C=C3CN(C(C3=CC2)=O)C2C(NC(CC2)=O)=O)C=CC=C1